4,7-dimethyl-isobenzofuran-1,3-dione CC1=C2C(OC(C2=C(C=C1)C)=O)=O